4-bromo-5-(oxetan-3-ylsulfonyl)-1,2-dihydroindazol-3-one BrC1=C2C(NNC2=CC=C1S(=O)(=O)C1COC1)=O